N8-(cyclopropylmethyl)-6-(2,6-dichloro-3,5-dimethoxyphenyl)-N2-(1-methyl-4-nitro-1H-pyrazol-3-yl)pyrido[3,4-d]pyrimidine-2,8-diamine C1(CC1)CNC1=NC(=CC2=C1N=C(N=C2)NC2=NN(C=C2[N+](=O)[O-])C)C2=C(C(=CC(=C2Cl)OC)OC)Cl